2-((3-((4-fluorobenzyl)oxy)benzyl)amino)ethan-1-ol FC1=CC=C(COC=2C=C(CNCCO)C=CC2)C=C1